Cl.O=C1NC(CCC1N1C(C2=CC=C(C=C2C1=O)N1CCN(CC1)C1CCNCC1)=O)=O 2-(2,6-Dioxopiperidin-3-yl)-5-(4-(piperidin-4-yl)piperazin-1-yl)isoindoline-1,3-dione hydrochloride